N1N=CC=2CNCCC21 4,5,6,7-tetrahydro-1H-pyrazolo[4,3-c]-pyridine